C[C@@H]1N(C[C@H](N(C1)C1=CC=NC2=CC=CC=C12)C)C1=CC(N(C=2C=CC(=NC12)C#N)C)=O 8-((2s,5r)-2,5-dimethyl-4-(quinolin-4-yl)piperazin-1-yl)-5-methyl-6-oxo-5,6-dihydro-1,5-naphthyridine-2-carbonitrile